The molecule is a dicarboxylic acid dianion resulting from the deprotonation of both ot the carboxy groups of 5,6,6'-trihydroxy-5'-methoxy[biphenyl]-3,3'-dicarboxylic acid. The major microspecies at pH 7.3. It is an aromatic carboxylate and a dicarboxylic acid dianion. It is a conjugate base of a 5,6,6'-trihydroxy-5'-methoxy[biphenyl]-3,3'-dicarboxylic acid. COC1=CC(=CC(=C1[O-])C2=C(C(=CC(=C2)C(=O)O)O)[O-])C(=O)O